N-(4-amino-1-(tetrahydro-2H-pyran-2-yl)-1H-pyrazolo[4,3-c]pyridin-7-yl)-2-((2R,5S)-2-(3-chlorophenyl)-5-methylpiperidin-1-yl)-2-oxoacetamide NC1=NC=C(C2=C1C=NN2C2OCCCC2)NC(C(=O)N2[C@H](CC[C@@H](C2)C)C2=CC(=CC=C2)Cl)=O